FC(C1=C(C=CC=C1)NC(=O)N1C=COC2=C1C=CC=C2)(F)F N-(2-trifluoromethylphenyl)-1,4-benzoxazine-4-carboxamide